2-chloro-8-methyl-7-phenyl-6-(3-phenylquinoxalin-2-yl)pyrido[2,3-b]Pyrazine ClC=1N=C2C(=NC1)N=C(C(=C2C)C2=CC=CC=C2)C2=NC1=CC=CC=C1N=C2C2=CC=CC=C2